ClC=1C=NN(C1C1=NN2C(N(C(C(C2)NC)=O)CC2=CC=C(C=C2)C=2N(C=C(N2)C(F)(F)F)CC)=C1)C(C)C 2-(4-chloro-1-isopropyl-1H-pyrazol-5-yl)-4-(4-(1-ethyl-4-(trifluoromethyl)-1H-imidazol-2-yl)benzyl)-6-(methylamino)-6,7-dihydropyrazolo[1,5-a]pyrimidin-5(4H)-one